3-Cyclopropyl-5-cyclopropylmethyl-4-oxo-4,5,6,7-tetrahydropyrazolo[1,5-a]pyrazine-2-carboxylic acid (5-methyl-[1,3,4]thiadiazol-2-yl) amide CC1=NN=C(S1)NC(=O)C1=NN2C(C(N(CC2)CC2CC2)=O)=C1C1CC1